BrC1=CC=C(C=C1)C1(CC1)C(F)(F)F 1-bromo-4-[1-(trifluoromethyl)cyclopropyl]benzene